ClC1=NN(C2=CC(=CC=C12)C#CCC(C)(C)OC)C1OCCCC1 chloro-6-(4-methoxy-4-methyl-pent-1-ynyl)-1-tetrahydropyran-2-yl-indazole